Trimethyl((3-(pentafluoro-λ6-sulfaneyl)phenyl)ethynyl)silane C[Si](C#CC1=CC(=CC=C1)S(F)(F)(F)(F)F)(C)C